(S)-3-methyl-3-((1-(methylsulfonyl)-2-phenyl-1H-indol-3-yl)methyl)-2,3-dihydro-1H-inden-1-one C[C@@]1(CC(C2=CC=CC=C12)=O)CC1=C(N(C2=CC=CC=C12)S(=O)(=O)C)C1=CC=CC=C1